O1C(OCC1)C=1C(=NC(=NC1N[C@H](C)C1=CC(=CC=C1)S(F)(F)(F)(F)F)C)CC(=O)NC1(CCN(CC1)C(C)=O)C (R)-2-(5-(1,3-dioxolan-2-yl)-2-methyl-6-((1-(3-(Pentafluorosulfanyl)phenyl)ethyl)amino)pyrimidin-4-yl)-N-(1-acetyl-4-methylpiperidin-4-yl)acetamide